C(C)(C)N1C(=NN=C1)C1=CC=CC(=N1)N1C(N(CC1)C=1C=NC(=CC1)S(=O)(=O)C)=O 1-(6-(4-isopropyl-4H-1,2,4-triazol-3-yl)pyridin-2-yl)-3-(6-(methylsulfonyl)pyridin-3-yl)imidazolidin-2-one